(((7-bromo-1-(2-isopropyl-4-methylpyridin-3-yl)-2,4-dioxo-1,2,3,4-tetrahydroquinazolin-5-yl)oxy)methyl)piperazin-1-carboxylate BrC1=CC(=C2C(NC(N(C2=C1)C=1C(=NC=CC1C)C(C)C)=O)=O)OCOC(=O)N1CCNCC1